CN(C(CN(S(=O)(=O)C1=C(C(=C(C(=C1F)F)F)F)F)CC1=C(C=CC=C1)C(F)(F)F)=O)C1=C(C=C(C(=O)O)C=C1)N1CCOCC1 4-(N-methyl-2-(N-(2-(trifluoromethyl)benzyl)-(2,3,4,5,6-pentafluoro-phenyl)sulfonamido)acetamido)-3-morpholinobenzoic acid